1-(2,2-Difluoroethyl)-1H-imidazole-5-carbaldehyde FC(CN1C=NC=C1C=O)F